(9H-Fluoren-9-yl)methyl (S)-(1-(4-carbamoylphenyl)-3-hydroxypropan-2-yl)carbamate C(N)(=O)C1=CC=C(C=C1)C[C@@H](CO)NC(OCC1C2=CC=CC=C2C=2C=CC=CC12)=O